N-(3-Hydroxypropyl)-2,2-dimethyl-3-[7-oxo-2-{[(1S)-1-phenylethyl]amino}pyrido[2,3-d]pyrimidin-8(7H)-yl]propanamid OCCCNC(C(CN1C(C=CC2=C1N=C(N=C2)N[C@@H](C)C2=CC=CC=C2)=O)(C)C)=O